N-methyl(4-(methyl(7H-pyrrolo[2,3-d]pyrimidin-4-yl)amino)cyclohexyl)methanesulfonamide maleic acid salt C(\C=C/C(=O)O)(=O)O.CNS(=O)(=O)CC1CCC(CC1)N(C=1C2=C(N=CN1)NC=C2)C